1-{2-fluoro-4-[4-({[3-(trifluoromethoxy)phenyl]methyl}carbamoyl)-1H-1,2,3-triazol-1-yl]butyl}-N-{[5-(trifluoromethyl)pyridin-3-yl]methyl}-1H-1,2,3-triazole-4-carboxamide FC(CN1N=NC(=C1)C(=O)NCC=1C=NC=C(C1)C(F)(F)F)CCN1N=NC(=C1)C(NCC1=CC(=CC=C1)OC(F)(F)F)=O